ClC1=NC2=C(C(=CC=C2C(=N1)N1CC2CCC(C1)N2C(=O)OC(C)(C)C)C2=CC(=CC1=CC=CC=C21)OCOC)F tert-butyl 3-[2-chloro-8-fluoro-7-[3-(methoxymethoxy)-1-naphthyl]quinazolin-4-yl]-3,8-diazabicyclo[3.2.1]octane-8-carboxylate